N-cyclopentyl-4-[[(1S)-1-(2-pyrimidin-2-yl-1,2,4-triazol-3-yl)ethyl]carbamoylamino]benzamide C1(CCCC1)NC(C1=CC=C(C=C1)NC(N[C@@H](C)C=1N(N=CN1)C1=NC=CC=N1)=O)=O